2-(6-(((1R,3R,4S,5S)-4-fluoro-1,9-dimethyl-9-azabicyclo[3.3.1]nonan-3-yl)(methyl)amino)pyridazin-3-yl)-5-(1H-imidazol-1-yl)phenol F[C@@H]1[C@@H](C[C@]2(CCC[C@@H]1N2C)C)N(C2=CC=C(N=N2)C2=C(C=C(C=C2)N2C=NC=C2)O)C